OC[C@H]1O[C@@]2([C@@H](CCO2)\N=C/C2=C(C3=CC=CC=C3C=C2)O)[C@@H]([C@H]([C@H]1O)N1N=NC(=C1)C1=CC(=C(C(=C1)F)F)F)O (4R,5S,7R,8R,9S,10R)-7-(hydroxymethyl)-4-((Z)-((1-hydroxynaphthalen-2-yl)methylene)amino)-9-(4-(3,4,5-trifluorophenyl)-1H-1,2,3-triazol-1-yl)-1,6-dioxaspiro[4.5]decan-8,10-diol